O(C1=CC=CC=C1)C1=CC=C(C(=O)NCC(=O)N2CC3(CCO3)C[C@H]2C(=O)O)C=C1 (7S)-6-((4-phenoxybenzoyl)glycyl)-1-oxa-6-azaspiro[3.4]octane-7-carboxylic acid